N1(CCNCC1)C=1C(=NC=CN1)C(O)C1=CC=C(C=C1)C(F)(F)F [3-(piperazin-1-yl)pyrazin-2-yl][4-(trifluoromethyl)phenyl]methanol